6-({7-amino-5-methyl-[1,2,4]triazolo[1,5-a]pyrimidin-6-yl}methyl)-3-bromo-1,2-dihydropyridin-2-one NC1=C(C(=NC=2N1N=CN2)C)CC2=CC=C(C(N2)=O)Br